4-((6-(2-(2,6-dioxopiperidin-3-yl)-6-fluoro-1,3-dioxoisoindoline-5-yl)-3,6-diazabicyclo[3.1.1]heptane-3-yl)methyl)piperidine O=C1NC(CCC1N1C(C2=CC(=C(C=C2C1=O)N1C2CN(CC1C2)CC2CCNCC2)F)=O)=O